(S)-3-chloro-2-(3-hydroxypyrrolidin-1-yl)pyridine-4-thiol ClC=1C(=NC=CC1S)N1C[C@H](CC1)O